N[C@](C(=O)N1CC(C1)OC1=C(C2=C([C@@H]3[C@H](B(O2)O)C3)C=C1)C(=O)O)(C)C=1N=CNC1 (1aR,7bS)-5-({1-[(2R)-2-amino-2-(1H-imidazol-4-yl)propanoyl]azetidin-3-yl}oxy)-2-hydroxy-1,1a,2,7b-tetrahydrocyclopropa[c][1,2]benzoxaborinine-4-carboxylic acid